[Cl-].[Cl-].CNNC 1,2-dimethyl-hydrazine dichloride